FC1(CCC(CC1)C1(C(NC2=C(C=CC=C12)C(F)(F)F)=O)C1=CC2=C(B(OC2)O)C=C1)F 3-(4,4-difluorocyclohexyl)-3-(1-hydroxy-1,3-dihydrobenzo[c][1,2]oxaborol-5-yl)-7-(tri-fluoromethyl)indolin-2-one